(4-amino-7-(1H-pyrazol-5-yl)-2H-pyrazolo[4,3-c]quinolin-2-yl)acetic acid NC1=NC=2C=C(C=CC2C=2C1=CN(N2)CC(=O)O)C2=CC=NN2